ClC1=CC(=C(C=C1)C1=NC(=CC=2N=C(N(C(C21)=O)C)C)N2C[C@@H](OCC2)[C@H]2OCC2)F 5-(4-chloro-2-fluoro-phenyl)-2,3-dimethyl-7-((2R)-2-((2S)-2-oxetanyl)-4-morpholinyl)pyrido[4,3-d]-pyrimidin-4(3H)-one